3-{[(2E)-3-(benzenesulfonyl)prop-2-en-1-yl]carbamoyl}-2-oxo-1,2,5,6,7,8-hexahydro-1,6-naphthyridine-6-carboxylic acid cyclopropylmethyl ester C1(CC1)COC(=O)N1CC=2C=C(C(NC2CC1)=O)C(NC\C=C\S(=O)(=O)C1=CC=CC=C1)=O